palmitoyl-sn-glycerol CCCCCCCCCCCCCCCC(=O)C([C@H](CO)O)O